C(C)C(O)(C(O)CO)CCCCCC (ethyl)hexylglycerol